P(=O)(OC#CC)([O-])[O-] propynyl phosphate